[Br-].BrC=1C=C(C=CC1)N1N=C[N+](=C1)C1=CC=CC=C1 1-(3-bromophenyl)-4-phenyl-1H-1,2,4-triazol-4-ium bromide